L-leucinate N[C@@H](CC(C)C)C(=O)[O-]